N-(4-(4-amino-1-(6-(piperazine-1-yl)pyridin-3-yl)-1H-pyrazolo[3,4-d]pyrimidin-3-yl)benzyl)-5-fluoro-2-methoxybenzamide NC1=C2C(=NC=N1)N(N=C2C2=CC=C(CNC(C1=C(C=CC(=C1)F)OC)=O)C=C2)C=2C=NC(=CC2)N2CCNCC2